C1(CC=CC1)NC(OC(C)(C)C)=O tert-butyl cyclopent-3-en-1-ylcarbamate